1-methyl-4-(6-methyl-5-nitropyridin-2-yl)-1H-1,2,3-triazole-5-carboxylic acid CN1N=NC(=C1C(=O)O)C1=NC(=C(C=C1)[N+](=O)[O-])C